O=C1OC2(CN1C=1C=CC=3OCC(NC3N1)=O)CCC(CC2)NC(OC(C)(C)C)=O tert-butyl N-[2-oxo-3-(3-oxo-4H-pyrido[3,2-b][1,4]oxazin-6-yl)-1-oxa-3-azaspiro[4.5]decan-8-yl]carbamate